(E)-3-((dimethylamino)methylene)-4-oxo-1-oxa-7-azaspiro[4.5]decane-7-carboxylic acid tert-butyl ester C(C)(C)(C)OC(=O)N1CC2(C(/C(/CO2)=C/N(C)C)=O)CCC1